CC1=CC=C(C=C1)C1=C(C(NC(N1)=S)=O)C#N 6-(4-methylphenyl)-5-cyano-2-thiouracil